N-(2-Amino-ethyl)-3-aminopropyl-trimethoxysilan NCCNCCC[Si](OC)(OC)OC